FC1([C@H](C1)C(=O)NC1=NC=C2C=C(C(=NC2=C1)C(=O)NC)C=1C=NC(=CC1C)C(CC)=O)F (R)-7-(2,2-difluorocyclopropane-1-carboxamido)-N-methyl-3-(4-methyl-6-propionylpyridin-3-yl)-1,6-naphthyridine-2-carboxamide